carbon ricinoleic acid C(CCCCCCC\C=C/C[C@H](O)CCCCCC)(=O)O.[C]